trans-4-((3-(2-Cyclopropylthiazol-5-yl)-phenyl)((trans-4-(4-methoxy-3-methyl-phenyl)cyclohexyl)-methyl)carbamoyl)-cyclohexyl 3-hydroxy-azetidine-1-carboxylate OC1CN(C1)C(=O)O[C@@H]1CC[C@H](CC1)C(N(C[C@@H]1CC[C@H](CC1)C1=CC(=C(C=C1)OC)C)C1=CC(=CC=C1)C1=CN=C(S1)C1CC1)=O